2-amino-5-(3,5-dinitrophenyl)-1,3,4-thiadiazole NC=1SC(=NN1)C1=CC(=CC(=C1)[N+](=O)[O-])[N+](=O)[O-]